(3-methoxybenzyl)dimethylammonium COC=1C=C(C[NH+](C)C)C=CC1